(R)-1-(3-methyl-[1,1'-biphenyl]-4-yl)-3-(pyrrolidin-3-yl)-1,3-dihydro-2H-imidazo[4,5-b]pyridin-2-one hydrochloride Cl.CC=1C=C(C=CC1N1C(N(C2=NC=CC=C21)[C@H]2CNCC2)=O)C2=CC=CC=C2